4-chloro-6-(2-cyanoethyl)-7-(2,3-dichlorophenyl)-8-fluoroquinoline-3-carboxylate ClC1=C(C=NC2=C(C(=C(C=C12)CCC#N)C1=C(C(=CC=C1)Cl)Cl)F)C(=O)[O-]